COCC(C)OCC(C)N 1-((1-methoxypropan-2-yl)oxy)propan-2-amine